NC(CCC)O 1-aminobutan-ol